ClC1=CC=C(C(=N1)C(=O)N)[N+](=O)[O-] 6-chloro-3-nitro-pyridine-2-carboxamide